NC1CCN(CC1)C=1N(C(C(=C(N1)C1=CC(=C(C#N)C=C1)F)C=1C=NC(=CC1)N1CCCC1)=O)C 4-[2-(4-amino-piperidin-1-yl)-1-methyl-6-oxo-5-(6-pyrrolidin-1-yl-pyridin-3-yl)-1,6-dihydro-pyrimidin-4-yl]-2-fluoro-benzonitrile